ClC1=CC(=C(N=N1)N)C(C)C 6-Chloro-4-isopropylpyridazine-3-amine